ClC1=CC=C(C=C1)C1=NNC2=NC(=CN=C21)N2CCC1(CCC[C@H]1N)CC2 (R)-8-(3-(4-chloro-phenyl)-1H-pyrazolo[3,4-b]-pyrazin-6-yl)-8-aza-spiro[4.5]decan-1-amine